NCCCCNCCO 2-(4-aminobutyl)amino-ethanol